3,7-diethyl-1-fluorononane-4,6-dione C(C)C(CCF)C(CC(C(CC)CC)=O)=O